[Cu].C(=O)=[C].[Mn] manganese carbonyl-carbon copper